COC1=CC2=C(N(N=N2)C2CCN(CC2)CCS(=O)(=O)N)C=C1 2-(4-(5-methoxy-1H-benzo[d][1,2,3]triazol-1-yl)piperidin-1-yl)ethane-1-sulfonamide